octanetriol C(CCCCCCC)(O)(O)O